[Cl-].[Cl-].[O-]CC.[O-]CC.[Ti+4] titanium (IV) diethoxide dichloride